C1(CC1)C(=O)N1[C@H]2CN(C[C@@H]1CC2)C2=NC(=NC=C2)NC=2C=NN(C2)C cyclopropyl-[(1R,5S)-3-{2-[(1-methyl-1H-pyrazol-4-yl)amino]pyrimidin-4-yl}-3,8-diazabicyclo[3.2.1]oct-8-yl]methanone